OCC1(CNC2=C(NC1=O)N=CC(=C2)C=CC(=O)N(CC2=C(OC1=C2C=CC=C1)C)C)C 3-(3-(hydroxymethyl)-3-methyl-4-oxo-2,3,4,5-tetrahydro-1H-pyrido[2,3-b][1,4]diazepine-8-Yl)-N-methyl-N-((2-methylbenzofuran-3-yl)methyl)acrylamide